4-(dimethoxymethyl)-1-(4-(7-((tetrahydro-2H-pyran-2-yl)oxy)-3-(4,4,5,5-tetramethyl-1,3,2-dioxaborolan-2-yl)-2H-chromene-4-yl)phenyl)piperidine COC(C1CCN(CC1)C1=CC=C(C=C1)C1=C(COC2=CC(=CC=C12)OC1OCCCC1)B1OC(C(O1)(C)C)(C)C)OC